FC=1C(=CC(=C(C(=O)[O-])C1)O)N(C(=O)[C@@H]1N(CC1)S(=O)(=O)C1=C(C(=C(C(=C1F)F)F)F)F)CC1=CC=C(C=C1)C1CCOCC1.[Na+] sodium (R)-5-fluoro-2-hydroxy-4-(1-((perfluorophenyl)sulfonyl)-N-(4-(tetrahydro-2H-pyran-4-yl)benzyl)azetidine-2-carboxamido)benzoate